4-(ethyl-(2-methoxyethyl)amino)-2-methoxy-5-nitrobenzene C(C)N(C1=CC(=CC=C1[N+](=O)[O-])OC)CCOC